COC=1C(=NC(=NC1NC1=CC=NC=C1)N1CCOCC1)C1=NC(=NC=C1)C1=NN(C=C1)C 5-methoxy-2'-(1-methyl-1H-pyrazol-3-yl)-2-morpholino-N-(pyridin-4-yl)-4,4'-bipyrimidin-6-amine